FC=1C=CC(=C(C1)C#CC=1C=C(C(=NC1)C(=O)O)C)NS(=O)(=O)C1=CC(=CC=C1)OC 5-{2-[5-fluoro-2-(3-methoxybenzene-sulfonamido)phenyl]ethynyl}-3-methylpyridine-2-carboxylic acid